NC1=NC=2C=CC=CC2C2=C1NC(N2CC=2C=C(C=CC2)CN2CCNCC2)=O 4-[[3-[(4-amino-2-oxo-3H-imidazo[4,5-c]quinolin-1-yl)methyl]phenyl]methyl]piperazine